BrC1=NC(=CC(=C1)C1N(CCN(C1C)C(=O)[O-])C(=O)[O-])Cl 2-(2-bromo-6-chloropyridin-4-yl)-3-methylpiperazine-1,4-dicarboxylate